C(C)OC(=O)C=1C2=C(N(N1)C1=CC=C(C=C1)CN1CCOCC1)C=1C=CC=C(C1S(C2)(=O)=O)C(F)(F)F 6-(Trifluoromethyl)-1-(4-(morpholinomethyl)phenyl)-1,4-dihydrothiochromeno[4,3-c]pyrazole-3-carboxylic acid ethyl ester 5,5-dioxide